6-(Difluoromethyl)-3-(4-(3-(pyridin-3-yl)pyrrolidin-1-yl)pyrimidin-2-yl)imidazo[1,2-a]pyrazine FC(C=1N=CC=2N(C1)C(=CN2)C2=NC=CC(=N2)N2CC(CC2)C=2C=NC=CC2)F